NC1=NC=C(C2=C1C(=NN2C(C)C)C2=CC(=C(C=C2F)NS(=O)(=O)C2=C(C(=CC=C2)F)F)F)C2CCC(CC2)NCCOC N-(4-(4-amino-1-isopropyl-7-((1r,4r)-4-((2-methoxyethyl)amino)cyclohexyl)-1H-pyrazolo[4,3-c]pyridin-3-yl)-2,5-difluorophenyl)-2,3-difluorobenzenesulfonamide